ClC=1C=C(C=C(C1OC1=CN(C(C=C1)=O)CC1=CC=C(C=C1)F)Cl)N1N=C(C(NC1=O)=O)C(=O)O 2-(3,5-Dichloro-4-((1-(4-fluorobenzyl)-6-oxo-1,6-dihydropyridin-3-yl)oxy)phenyl)-3,5-dioxo-2,3,4,5-tetrahydro-1,2,4-triazine-6-carboxylic acid